C(C)C(CC)NC=1C=C(C=2N(N1)C(=NN2)C(C)C)NC2=CC=CC=C2 N6-(1-ethylpropyl)-3-isopropyl-N8-phenyl-[1,2,4]triazolo[4,3-b]pyridazine-6,8-diamine